N-[(4-Methylphenyl)sulfonyl]glycine methyl ester COC(CNS(=O)(=O)C1=CC=C(C=C1)C)=O